C(C)C=1N=C2N(C=C(C=C2)C2CCN(CC2)CC(=O)N2CC(CC2)O)C1N(C)C=1SC=C(N1)C1=CC=C(C=C1)F 2-(4-(2-ethyl-3-((4-(4-fluorophenyl)thiazol-2-yl)(methyl)amino)imidazo[1,2-a]pyridin-6-yl)piperidin-1-yl)-1-(3-hydroxypyrrolidin-1-yl)ethanone